3-bromo-4-({[(1S)-2-hydroxy-1-phenylethyl]amino}methyl)benzonitrile BrC=1C=C(C#N)C=CC1CN[C@H](CO)C1=CC=CC=C1